C(C1=CC=CC=C1)OC1=C2CCN(C2=CC=C1)C1C(NC(CC1)=O)=O 3-(4-benzyloxyindolin-1-yl)piperidine-2,6-dione